4-(tert-butyl)-4-hydroxy-8-(1-(tetrahydro-2H-pyran-2-yl)-1H-pyrazol-4-yl)-1,3,4,5-tetrahydrothieno[2,3-c][1,6]naphthyridin-6(2H)-one C(C)(C)(C)C1(CNCC=2C3=C(C(NC12)=O)SC(=C3)C=3C=NN(C3)C3OCCCC3)O